ClC1=C(C2=C(C(N3[C@@H](CO2)CN(CC3)C(=O)OC(C)(C)C)=O)C(=N1)N1CC(OCC1)(C)C)Cl tert-butyl (R)-3,4-dichloro-1-(2,2-dimethylmorpholino)-12-oxo-6a,7,9,10-tetrahydro-12H-pyrazino[2,1-c]pyrido[3,4-f][1,4]oxazepine-8(6H)-carboxylate